1,4-biphenyl C1(=CC=CC=C1)C1=CC=CC=C1